5-amino-2-methyl-2H-indazole-4-carbonitrile HCl salt Cl.NC1=C(C2=CN(N=C2C=C1)C)C#N